C(C1=CC=CC=C1)N1N=CC(=C1)C(=O)N1CC2(CNC2)[C@@H](C1)C(=O)N[C@H](C(=O)NC)[C@@H](C)OCC1=CC=CC=C1 (S)-6-(1-benzyl-1H-pyrazole-4-carbonyl)-N-((2S,3R)-3-(benzyloxy)-1-(methylamino)-1-oxobutan-2-yl)-2,6-diazaspiro[3.4]octane-8-carboxamide